C1=C(C=CC2=CC=CC=C12)C1=NC(=NC(=N1)C1=CC2=CC=CC=C2C=C1)C=1C=C(C=C(C1)N1C2=CC=CC=C2C=2C=CC=CC12)N1C2=CC=CC=C2C=2C=CC=CC12 9,9'-(5-(4,6-di(naphthalen-2-yl)-1,3,5-triazin-2-yl)-1,3-phenylene)bis(9H-carbazole)